ClC1=CC=C(S1)C(=O)N1N=CC2=C(B1O)C=CC=C2 (5-chlorothiophen-2-yl)(1-hydroxybenzo-[d][1,2,3]diazaborinin-2(1H)-yl)methanone